CC1=C(C=2N(C=C1C1=C(C=3N=C(SC3N1)C(=O)N1CCN(CC1)C(C)=O)C(C)C)N=CN2)C 1-(4-(5-(7,8-dimethyl-[1,2,4]triazolo[1,5-a]pyridin-6-yl)-6-isopropyl-4H-pyrrolo[3,2-d]thiazol-2-carbonyl)piperazin-1-yl)ethan-1-one